tert-Butyl N-[3-[1-(2,7-dioxoazepan-3-yl)triazol-4-yl]phenyl]carbamate O=C1NC(CCCC1N1N=NC(=C1)C=1C=C(C=CC1)NC(OC(C)(C)C)=O)=O